dichlorobutadiene C=CC=C(Cl)Cl